4,5,6,7-tetrahydro-benzotriazole N1N=NC2=C1CCCC2